C(C)NC(C)C N-ethyl-N-isopropylamine